FC1=C2C(=C(NC2=CC=C1)F)F trifluoroindole